(R)-2-(((2S,3R,4S,5R,6R)-3,5-dihydroxy-6-(hydroxymethyl)-4-(4-(3,4,5-trifluorophenyl)-1H-1,2,3-triazol-1-yl)tetrahydro-2H-pyran-2-yl)thio)-N-ethyl-3-hydroxy-N,3-dimethylbutanamide O[C@H]1[C@@H](O[C@@H]([C@@H]([C@@H]1N1N=NC(=C1)C1=CC(=C(C(=C1)F)F)F)O)CO)S[C@@H](C(=O)N(C)CC)C(C)(C)O